N-formyl-N'-acetylhydrazine C(=O)NNC(C)=O